FC(C(=O)N1CC(C1)N1N=C(C2=CC=CC=C12)C1=CC=C(C=C1)C(F)(F)F)=C 2-fluoro-1-(3-(3-(4-(trifluoromethyl)phenyl)-1H-indazol-1-yl)azetidin-1-yl)propan-2-en-1-one